8-(2-Chloro-4-(2-(4-methylpiperazin-1-yl)ethoxy)phenyl)-6-(1-methylcyclopropoxy)-7H-purine ClC1=C(C=CC(=C1)OCCN1CCN(CC1)C)C1=NC2=NC=NC(=C2N1)OC1(CC1)C